BrC=1C=C2C=C(N=CC2=CC1C(F)(F)P(OCC)(OCC)=O)C(NC1=CC(=CC=C1)F)=O diethyl ((6-bromo-3-((3-fluorophenyl)carbamoyl) isoquinolin-7-yl)difluoromethyl)phosphonate